C(C)(C)(C)OC(=O)NCC1=NOC(=N1)[C@H]1N(CCC1)C(=O)OCC1C2=CC=CC=C2C=2C=CC=CC12 3-[(tert-butoxycarbonylamino)methyl]-5-{(2S)-1-[(9H-fluoren-9-yl)methoxycarbonyl]pyrrolidin-2-yl}-1,2,4-Oxadiazole